N-(8-fluoro-2-methyl-imidazo[1,2-a]pyridin-6-yl)-6-[(3R)-3-piperidyl]thieno[2,3-b]pyridine-2-carboxamide FC=1C=2N(C=C(C1)NC(=O)C1=CC=3C(=NC(=CC3)[C@H]3CNCCC3)S1)C=C(N2)C